1-vinyl-1H-naphtho[1,2-d]imidazole C(=C)N1C=NC2=C1C1=CC=CC=C1C=C2